N1C(N)=NC=2N=CNC2C1=S 6-Thioguanin